(2R,3R,4S,5S)-4-[[3-(3-chloro-4-fluoro-2-methoxy-phenyl)-5-methyl-5-(trifluoromethyl)tetrahydrofuran-2-carbonyl]amino]-N-methyl-pyridine-2-carboxamide ClC=1C(=C(C=CC1F)[C@@H]1[C@@H](O[C@@](C1)(C(F)(F)F)C)C(=O)NC1=CC(=NC=C1)C(=O)NC)OC